methyl 2-deoxy-2-phthalimido-6-O-p-toluenesulfonyl-β-D-glucopyranoside C1(C=2C(C(N1[C@H]1[C@H](OC)O[C@@H]([C@H]([C@@H]1O)O)COS(=O)(=O)C1=CC=C(C)C=C1)=O)=CC=CC2)=O